C(C1=CC=CC=C1)N1CC([C@H]2CN(CC[C@H]21)C(C(C(=O)O)(C)C)=O)(F)F 3-((cis)-1-benzyl-3,3-difluorohexahydro-1H-pyrrolo[3,2-c]pyridin-5(6H)-yl)-2,2-dimethyl-3-oxopropanoic acid